FC(C=1C(=C(C=CC1)[C@@H](C)NC=1C2=C(N=C(N1)C)C=NC(=C2)S(=O)(=O)N2C1CN(C(C2)C1)C(C)=O)F)F 1-(5-((4-(((R)-1-(3-(difluoromethyl)-2-fluorophenyl)ethyl)amino)-2-methylpyrido[3,4-d]pyrimidin-6-yl)sulfonyl)-2,5-diazabicyclo[2.2.1]heptan-2-yl)ethan-1-one